2-bromo-1,3-benzenediol BrC1=C(C=CC=C1O)O